FC1=NC(=CC=C1C=1SC=2C(N(CCC2N1)C(=O)OC(C)(C)C)=O)N1CCCCC1 tert-butyl 2-(2-fluoro-6-(piperidin-1-yl)pyridin-3-yl)-4-oxo-6,7-dihydrothiazolo[5,4-c]pyridine-5(4H)-carboxylate